SC(C(=O)OCC1=CC=CC=C1)C benzyl mercaptopropionate